ClC=1C(N(C(=CC1OC([2H])C1=NC=C(C=C1F)F)C)C1=CC(=NC=C1C)C(\C=C\N(C)C)=O)=O (E)-3-chloro-4-((3,5-difluoropyridin-2-yl)methoxy-d)-2'-(3-(dimethylamino)acryloyl)-5',6-dimethyl-2H-[1,4'-bipyridin]-2-one